ClC=1C2=C(N=CN1)N(C=C2Cl)[C@H]2[C@H]([C@@H]([C@H](O2)CO)O)F (2R,3R,4S,5R)-5-{4,5-dichloro-7H-pyrrolo[2,3-d]pyrimidin-7-yl}-4-fluoro-2-(hydroxymethyl)oxolane-3-ol